N'-[6,7-Dimethoxy-2-(4-phenyl-piperazin-1-yl)-quinazolin-4-yl]-N,N-dimethyl-ethane-1,2-diamine COC=1C=C2C(=NC(=NC2=CC1OC)N1CCN(CC1)C1=CC=CC=C1)NCCN(C)C